6-(4-chlorobenzyl)-8-(morpholin-4-yl)-3-(propan-2-yl)-2,6-dihydroimidazo[1,2-c]pyrido[2,3-e]pyrimidin-5(3H)-one ClC1=CC=C(CN2C(N3C(C4=C2C=C(C=N4)N4CCOCC4)=NCC3C(C)C)=O)C=C1